C1(CC1)C1CN(C1)C=1C=C2C(=CC=NC2=CC1)C(=O)O 6-(3-cyclopropylazetidin-1-yl)quinoline-4-carboxylic acid